NCCC(CCN)CCN 1,5-Diamino-3-(β-aminoethyl)pentan